C(C=C)OC=1C=C2CCN3C(C2=CC1)=CC(=NC3=O)OCC31OCC(C3)(C1)C 9-(allyloxy)2-((4-methyl-2-oxabicyclo[2.1.1]hexan-1-yl)methoxy)-6,7-dihydro-4H-pyrimido[6,1-a]isoQuinolin-4-one